4-tert-butyldimethylsiloxymethylpyridine O([Si](C)(C)C(C)(C)C)CC1=CC=NC=C1